C(C)(C)(C)C1=C(C2=C(N=CN=C2OC2=C(C=CC=C2)OC(F)(F)F)S1)C1=CC=C(C=C1)Cl 6-tert-butyl-5-(4-chlorophenyl)-4-(2-(trifluoromethoxy)phenoxy)thieno[2,3-d]pyrimidine